BrC1=CC=C(C(=N1)CN1C[C@H](CC1)OC)N1CCOCC1 (S)-4-(6-bromo-2-((3-methoxypyrrolidin-1-yl)methyl)pyridin-3-yl)morpholine